N1N=CC(=C1)C1=CC=C(C=C1)NC1=NC(=NC=C1)C1=CC=C2C=C(NC2=C1)C(=O)NC1CC(CCC1)N1CCOCC1 6-(4-((4-(1H-pyrazol-4-yl)phenyl)-amino)-pyrimidin-2-yl)-N-(3-morpholino-cyclohexyl)-1H-indole-2-carboxamide